C[C@@H]1CN(CCN1)C1=NC=C(C=N1)C(F)(F)F (R)-2-(3-methylpiperazin-1-yl)-5-(trifluoromethyl)pyrimidine